1-(cyclopropylsulfonyl)-3-(5H-imidazo[5,1-a]isoindol-5-yl)piperidin-4-ol diisopropyl-hydrazine-1,2-dicarboxylate compound with triphenylphosphine oxide C1(=CC=CC=C1)P(C1=CC=CC=C1)(C1=CC=CC=C1)=O.C(C)(C)N(N(C(=O)O)C(C)C)C(=O)O.C1(CC1)S(=O)(=O)N1CC(C(CC1)O)C1N2C(C3=CC=CC=C13)=CN=C2